2-(1,3-dimethyl-2,6-dioxo-1,2,3,6-tetrahydropurin-7-yl)-N-{4-[1-(3-fluorophenyl)-1H-[1,2,3]triazol-4-yl]phenyl}acetamide CN1C(N(C=2N=CN(C2C1=O)CC(=O)NC1=CC=C(C=C1)C=1N=NN(C1)C1=CC(=CC=C1)F)C)=O